7-(4,4,5,5-tetramethyl-1,3,2-dioxaborolan-2-yl)spiro[benzo[b][1,4]oxazine-2,1'-cyclopropan]-3(4H)-one CC1(OB(OC1(C)C)C=1C=CC2=C(OC3(CC3)C(N2)=O)C1)C